8-bromo-3-(1H-pyrrol-1-yl)imidazo[1,2-a]pyridin-2-amine BrC=1C=2N(C=CC1)C(=C(N2)N)N2C=CC=C2